C(C1=CC=CC=C1)S(=O)(=O)[O-].C(CCC)N1C(=[N+](C=C1)C)C 1-butyl-2,3-dimethyl-imidazolium toluenesulfonate